N-(5-cyano-4-((2-methoxyethyl)amino)pyridin-2-yl)-7-(dimethoxymethyl)-4-((tert-butyldiphenylsilyl)oxy)-3,4-dihydro-2,4-methylene-1,8-naphthyridine-1(2H)-carboxamide C(#N)C=1C(=CC(=NC1)NC(=O)N1C2CC(C3=CC=C(N=C13)C(OC)OC)(C2)O[Si](C2=CC=CC=C2)(C2=CC=CC=C2)C(C)(C)C)NCCOC